tert-butyl[2-({3-[(4-iodo-5-methyl-1H-pyrazol-1-yl)methyl]-5,7-dimethyltricyclo[3.3.1.13,7]dec-1-yl}oxy)ethyl]methylcarbamate C(C)(C)(C)OC(N(C)CCOC12CC3(CC(CC(C1)(C3)C)(C2)C)CN2N=CC(=C2C)I)=O